NC=1C(=NN(C1C1=C2N(N=C1)CCN2C(=O)OC(C)(C)C)COCC[Si](C)(C)C)Cl tert-butyl 7-(4-amino-3-chloro-1-((2-(trimethylsilyl)ethoxy)methyl)-1H-pyrazol-5-yl)-2,3-dihydro-1H-imidazo[1,2-b]pyrazole-1-carboxylate